[3-(trifluoromethyl)-1-bicyclo[1.1.1]pentanyl]pyrido[3,4-d]pyrimidin-4-one FC(C12CC(C1)(C2)C=2NC(C1=C(N2)C=NC=C1)=O)(F)F